Cl.C(C)(C)C1=NOC(=N1)N1CCC(CC1)[C@H](C)OC1=NN2C(S1)=NC(=C2)C2=C(C=NC=C2)F 2-((S)-1-(1-(3-isopropyl-1,2,4-oxadiazol-5-yl)piperidin-4-yl)ethoxy)-6-(3-fluoropyridin-4-yl)imidazo[2,1-b][1,3,4]thiadiazol-hydrochlorid